4-[1-(5-Fluoro-2-pyridyl)-2-hydroxy-ethoxy]-6-[5-methyl-1-(4-piperidyl)pyrazol-4-yl]pyrazolo[1,5-a]pyridine-3-carbonitrile FC=1C=CC(=NC1)C(CO)OC=1C=2N(C=C(C1)C=1C=NN(C1C)C1CCNCC1)N=CC2C#N